1-[(Piperidin-1-yl)methyl]-4-hydroxy-7-phenoxyisoquinoline-3-carboxylic acid methyl ester COC(=O)C=1N=C(C2=CC(=CC=C2C1O)OC1=CC=CC=C1)CN1CCCCC1